2-(6-fluoro-1H-indol-3-yl)-1-(3-hydroxy-3-(methoxymethyl)azetidin-1-yl)ethan-1-one FC1=CC=C2C(=CNC2=C1)CC(=O)N1CC(C1)(COC)O